2-(pyridin-2-yl)morpholine N1=C(C=CC=C1)C1CNCCO1